CN1CCN(CC1)CCNC1=NC(=NC2=CC=CC=C12)C1=CSC=C1 N-(2-(4-methylpiperazin-1-yl)ethyl)-2-(thiophen-3-yl)quinazolin-4-amine